1-(6-chloro-2-fluoro-9H-purin-9-yl)hexan-1-one ClC1=C2N=CN(C2=NC(=N1)F)C(CCCCC)=O